(S)-3-(4-((5-acetamido-2-(naphthalen-2-ylmethoxy)benzyl)oxy)-3,5-dichlorophenyl)-2-((t-butoxycarbonyl)amino)propionic acid C(C)(=O)NC=1C=CC(=C(COC2=C(C=C(C=C2Cl)C[C@@H](C(=O)O)NC(=O)OC(C)(C)C)Cl)C1)OCC1=CC2=CC=CC=C2C=C1